2-(2-(3-bromophenyl)-2-(3-(trifluoromethyl)cyclobutyl)acetyl)-N-methylhydrazine-1-carbothioamide BrC=1C=C(C=CC1)C(C(=O)NNC(NC)=S)C1CC(C1)C(F)(F)F